Methyl 3-fluoro-3-(6-methoxypyridin-2-yl)cyclobutane-1-carboxylate FC1(CC(C1)C(=O)OC)C1=NC(=CC=C1)OC